NC=1C(=C(C(=O)O)C=CC1OC(F)F)Cl 3-amino-2-chloro-4-(difluoromethoxy)benzoic acid